N-Benzyl-1,2-ethanediamine C(C1=CC=CC=C1)NCCN